ClC1=CC=C(C=C1)[C@@H](CC(=O)O)C1(CC1)C(F)(F)F (3R)-3-(4-chlorophenyl)-3-[1-(trifluoromethyl)cyclopropyl]propanoic acid